3-chloro-5-((trimethylsilyl)ethynyl)pyridine ClC=1C=NC=C(C1)C#C[Si](C)(C)C